CC(CCCCCC)OC(C1=CC=C(C=C1)OC(C1=CC=C(C=C1)C(CCCCC)=O)=O)=O 4-[[4-(hexanoyl)benzoyl]oxy]-benzoic acid-2-octyl ester